O=C1NC(CCC1NC1=CC=C(C=C1)C1CCN(CC1)CC1CCN(CC1)C(CC(=O)OC(C)(C)C)=O)=O tert-butyl 3-[4-[[4-[4-[(2,6-dioxo-3-piperidyl)amino]phenyl]-1-piperidyl]methyl]-1-piperidyl]-3-oxo-propanoate